1-(1Z-octadecenyl)-2-(9Z-nonadecenoyl)-glycero-3-phosphocholine CCCCCCCCCCCCCCCC/C=C\OC[C@H](COP(=O)([O-])OCC[N+](C)(C)C)OC(=O)CCCCCCC/C=C\CCCCCCCCC